OCCCCCCCCC1CCS(CC1)(=O)=O 4-(8-hydroxyoctyl)tetrahydro-2H-thiopyran 1,1-dioxide